2,2-Bichinolin N1=C(C=CC2=CC=CC=C12)C1=NC2=CC=CC=C2C=C1